(R)-N-((2-(6-(2-(3-methylisoxazol-5-yl)pyrrolidin-1-yl)pyridin-2-yl)-1,6-naphthyridin-7-yl)methyl)-5-(methylsulfonyl)nicotinamide CC1=NOC(=C1)[C@@H]1N(CCC1)C1=CC=CC(=N1)C1=NC2=CC(=NC=C2C=C1)CNC(C1=CN=CC(=C1)S(=O)(=O)C)=O